7-(4-((2,3-dihydrobenzo[b][1,4]dioxin-6-yl)oxy)piperidin-1-yl-4-d)-3-fluoro-2,8-dimethyl-4H-pyrimido[1,2-b]pyridazin-4-one O1C2=C(OCC1)C=C(C=C2)OC2(CCN(CC2)C=2C(=CC=1N(N2)C(C(=C(N1)C)F)=O)C)[2H]